C(C=C)(=O)N1[C@H](CN(CC1)C1=NC(=NC=2C[C@@]3(CCC12)C(=C(C1=CC=CC=C13)C)F)OC[C@H]1N(CCC1)C)CC#N 2-((S)-1-acryloyl-4-((R)-2-fluoro-3-methyl-2'-(((S)-1-methylpyrrolidin-2-yl)methoxy)-5',8'-dihydro-6'H-spiro[indene-1,7'-quinazolin]-4'-yl)piperazin-2-yl)acetonitrile